1-((6-cyclopropylimidazo[1,2-a]pyridin-2-yl)methyl)-1H-pyrazole-4-carbaldehyde C1(CC1)C=1C=CC=2N(C1)C=C(N2)CN2N=CC(=C2)C=O